BrC=1C(=NC(=NC1)NC=1C=CC2=C(OC[C@@H]3N2CC[C@@H](C3)N3CCN(CC3)C)C1)NC=1C(=C3N=CC=NC3=CC1)P(C)(C)=O (6-((5-Bromo-2-(((6aR,8S)-8-(4-methylpiperazin-1-yl)-6,6a,7,8,9,10-hexahydrobenzo[b]pyrido[1,2-d][1,4]oxazin-3-yl)amino)pyrimidin-4-yl)amino)quinoxalin-5-yl)dimethylphosphine oxide